O=C1NC(CCC1N1C(C2=CC=C(C=C2C1)NC(=O)N1C2=CC=CC(=C2CC12COC2)C(F)(F)F)=O)=O N-(2-(2,6-dioxopiperidin-3-yl)-1-oxoisoindolin-5-yl)-4-(trifluoromethyl)spiro[indoline-2,3'-oxetane]-1-carboxamide